(1R,3R)-3-fluoro-8-azaspiro[4.5]decan-1-amine dihydrochloride Cl.Cl.F[C@H]1C[C@H](C2(C1)CCNCC2)N